5-((methyl(2-oxo-4-(o-tolyl)-2H-chromen-7-yl)amino)methyl)pyridin-2(1H)-one CN(C1=CC=C2C(=CC(OC2=C1)=O)C1=C(C=CC=C1)C)CC=1C=CC(NC1)=O